N-(2-methoxyethyl)-5-(quinoxalin-6-yl)pyrrolo[2,1-f][1,2,4]triazin-2-amine COCCNC1=NN2C(C=N1)=C(C=C2)C=2C=C1N=CC=NC1=CC2